FC1=C(OC(C(=O)OCC)(C)C)C=CC(=C1)CN1N=CN(C1=O)C1=CC=C(C=C1)C(F)(F)F Ethyl 2-(2-fluoro-4-((5-oxo-4-(4-(trifluoromethyl) phenyl)-4,5-dihydro-1H-1,2,4-triazol-1-yl) methyl) phenoxy)-2-methylpropionate